Cl.C12CC(CC(CC1)N2)N(C=2SC1=NC(=CC=C1N2)C=2C=C(C=1N(C2)C=C(N1)C)C#N)C 6-{2-[(3-exo)-8-azabicyclo[3.2.1]oct-3-yl(methyl)amino][1,3]thiazolo[5,4-b]pyridin-5-yl}-2-methylimidazo[1,2-a]pyridine-8-carbonitrile hydrochloride